(3R)-1-(2-(5-Chloropyridazin-3-yloxy)-4-(4-fluorophenyl)cyclopentyl)piperidin-3-ylcarbamic acid tert-butyl ester C(C)(C)(C)OC(N[C@H]1CN(CCC1)C1C(CC(C1)C1=CC=C(C=C1)F)OC=1N=NC=C(C1)Cl)=O